nonadecyl ((S)-(perfluorophenoxy)(phenoxy)phosphoryl)-L-phenylalaninate FC1=C(O[P@@](=O)(OC2=CC=CC=C2)N[C@@H](CC2=CC=CC=C2)C(=O)OCCCCCCCCCCCCCCCCCCC)C(=C(C(=C1F)F)F)F